FC1=CC=C(C=C1)[C@H]1C[C@@H](CO1)C1=NOC(=N1)CN1C=NC2=C(C1=O)N(N=N2)C 6-((3-((3R,5R)-5-(4-fluorophenyl)tetrahydro-furan-3-yl)-1,2,4-oxadiazol-5-yl)methyl)-1-methyl-1,6-dihydro-7H-[1,2,3]triazolo[4,5-d]pyrimidin-7-one